C(C)OC1=C(C=CC=C1)NC(C(=O)NC1=CC=C(C=C1)CC)=O N-(2-ethoxyphenyl)-N'-(4-ethylphenyl)-oxalamide